FC1=C(C(=CC(=C1)OC)F)[C@H]1CC(N(C1)C=1C(N(C=CC1)C(CO)COC)=O)=O (3s,4r)-4-(2,6-difluoro-4-methoxyphenyl)-1-(1-(1-hydroxy-3-methoxypropane-2-yl)-2-oxo-1,2-dihydropyridin-3-yl)-2-oxopyrrolidin